BrC=1C(=C(C=CC1)N(C(OC(C)(C)C)=O)C=1C2=C(N=C(N1)C(F)F)C=C(C=N2)C=O)C tert-butyl (3-bromo-2-methylphenyl)(2-(difluoromethyl)-7-formylpyrido[3,2-d]pyrimidin-4-yl)carbamate